tert-Butyl N-[(1S)-1-[2-(5-cyanopyrazin-2-yl)-1,2,4-triazol-3-yl]ethyl]carbamate tert-Butyl-N-[(1S)-1-[2-(5-cyanopyrazin-2-yl)-1,2,4-triazol-3-yl]ethyl]carbamate C(C)(C)(C)OC(N[C@@H](C)C=1N(N=CN1)C1=NC=C(N=C1)C#N)=O.C(#N)C=1N=CC(=NC1)N1N=CN=C1[C@H](C)NC(OC(C)(C)C)=O